6-[8-[[2-[(2S)-2-aminopropyl]-5-fluoro-7,8-dihydro-6H-cyclopenta[e]benzotriazol-7-yl]methyl]-2-oxo-1-oxa-3,8-diazaspiro[4.5]decan-3-yl]-4H-pyrazino[2,3-b][1,4]oxazin-3-one N[C@H](CN1N=C2C(=N1)C=C(C1=C2CC(C1)CN1CCC2(CN(C(O2)=O)C2=NC3=C(OCC(N3)=O)N=C2)CC1)F)C